COC1=C(C=NO)C=CC(=C1)OC 2,4-dimethoxybenzaldehyde oxime